3-[4-(dimethylamino)phenyl]propionic acid CN(C1=CC=C(C=C1)CCC(=O)O)C